3,7-dichloro-6-(3-cyclopropylphenoxy)pyrazolo[1,5-a]pyrimidine ClC=1C=NN2C1N=CC(=C2Cl)OC2=CC(=CC=C2)C2CC2